NCCN1CCN(CC1)C1=CC(=NC=N1)N[C@H]1CN(CCC1)C1=CC(=CC=C1)F (R)-6-(4-(2-aminoethyl)piperazin-1-yl)-N-(1-(3-fluorophenyl)piperidin-3-yl)pyrimidin-4-amine